4-amino-N-methyl-N-((3S)-6-(1-methyl-1H-pyrazol-4-yl)-2,3-dihydro-1-benzofuran-3-yl)-1,3-dihydrofuro[3,4-c]quinoline-8-carboxamide NC1=NC=2C=CC(=CC2C2=C1COC2)C(=O)N([C@@H]2COC1=C2C=CC(=C1)C=1C=NN(C1)C)C